N(=NC(C#N)(CC(C)(C)OC)C)C(C#N)(CC(C)(OC)C)C 2,2'-azobis-(2,4-dimethyl-4-methoxyvaleronitrile)